2-[({4-methoxy-8-[(2-methylbiphenyl-3-yl)amino]-1,7-naphthyridin-3-yl}methyl)amino]ethanol COC1=C(C=NC2=C(N=CC=C12)NC=1C(=C(C=CC1)C1=CC=CC=C1)C)CNCCO